FC=1C=C(NC2=CC=C(C(=N2)C(=O)NCC#CC(C)(C)C)OC)C=C(C1)F 6-(3,5-difluoroanilino)-N-(4,4-dimethylpent-2-ynyl)-3-methoxy-pyridine-2-carboxamide